(S)-1-(2-(3-acetyl-5-(2,3-dihydro-1H-inden-5-yl)-1H-indazol-1-yl)acetyl)-N-(6-methylpyridin-2-yl)pyrrolidine-2-carboxamide C(C)(=O)C1=NN(C2=CC=C(C=C12)C=1C=C2CCCC2=CC1)CC(=O)N1[C@@H](CCC1)C(=O)NC1=NC(=CC=C1)C